O=C(CCCCCNC(OCC1=CC=CC=C1)=O)NCCO[C@H]1O[C@@H]([C@H]([C@@H]([C@H]1O)O)O)CO benzyl (6-oxo-6-((2-(((2S,3R,4S,5S,6R)-3,4,5-trihydroxy-6-(hydroxymethyl)tetrahydro-2H-pyran-2-yl)oxy)ethyl)amino)hexyl)carbamate